[Cl-].[Mn+2].CC1=CC=C(C=C1)C=1C2=CC=C(N2)C(=C2C=CC(C(=C3C=CC(=C(C=4C=CC1N4)C4=CC=C(C=C4)C)N3)C3=CC=C(C=C3)C)=N2)C2=CC=C(C=C2)C.[Cl-] 5,10,15,20-tetra(4-methylphenyl)-21H,23H-porphine manganese chloride